C1(CCCCC1)NC(NC1CCCCC1)[SiH3] Bis(cyclohexylamino)methylsilan